C(#N)C=1C=CC(=C(C1)C1=CC(=NC=C1C(=O)NC=1SC2=NC(=CC=C2N1)C1=CC=C(C=C1)C#N)F)OC 4-(5-cyano-2-methoxyphenyl)-N-(5-(4-cyanophenyl)thiazolo[5,4-b]pyridin-2-yl)-6-fluoronicotinamide